BrCC1=CC=C(C=C1)C#CC1=CC=C(C=C1)CBr 1,2-bis(4-(bromomethyl)phenyl)acetylene